C(#C)C1=CC=C(CC2S(OCC2)(=O)=O)C=C1 3-(4-ethynyl-benzyl)-[1,2]oxathiolane 2,2-dioxide